2-(difluoromethoxy)-4-[1-(2-phenylethyl)-1H-pyrazol-4-yl]benzaldehyde FC(OC1=C(C=O)C=CC(=C1)C=1C=NN(C1)CCC1=CC=CC=C1)F